N1(CCCC1)C1CN(C1)CC=1NC2=NC(=NC(=C2N1)N1CCOCC1)N1N=C(C=C1)C=1C=C(C=CC1)C 4-(8-((3-(pyrrolidin-1-yl)azetidin-1-yl)methyl)-2-(3-(m-tolyl)-1H-pyrazol-1-yl)-9H-purin-6-yl)morpholine